(naphthyl)bis[(naphthyl)phenyl]chrysene C1(=CC=CC2=CC=CC=C12)C=1C(=C(C=2C=CC3=C4C=CC=CC4=CC=C3C2C1)C1=C(C=CC=C1)C1=CC=CC2=CC=CC=C12)C1=C(C=CC=C1)C1=CC=CC2=CC=CC=C12